C(CC)OC(NC1=C(C=C(C=C1)N(C)CC1=CC=C(C=C1)C(C)(C)C)Br)=O {2-Bromo-4-[(4-tert-butyl-benzyl)-(methyl)amino]-phenyl}-carbamic acid propyl ester